3-(5-((3,3-difluoro-5-hydroxypentyl)oxy)-6-fluoro-1-oxoisoindolin-2-yl)-1-((2-(trimethylsilyl)ethoxy)methyl)piperidine-2,6-dione FC(CCOC=1C=C2CN(C(C2=CC1F)=O)C1C(N(C(CC1)=O)COCC[Si](C)(C)C)=O)(CCO)F